tert-butyl (S)-(1-((4-(1,2-dimethyl-6-oxo-1,6-dihydropyridin-3-yl)-3-(trifluoromethyl)phenyl)amino)-1-oxo-3,3-diphenylpropan-2-yl)carbamate CN1C(=C(C=CC1=O)C1=C(C=C(C=C1)NC([C@H](C(C1=CC=CC=C1)C1=CC=CC=C1)NC(OC(C)(C)C)=O)=O)C(F)(F)F)C